2-(methyl-sulfonyl)benzo[d]thiazole-6-carboxamide CS(=O)(=O)C=1SC2=C(N1)C=CC(=C2)C(=O)N